2-methylhexyl-acetamide CC(CCC(=O)N)CCCC